ClC=1C(=NC(=NC1)NC1CCOCC1)C1=CC=C2CN(C(C2=C1)=O)CC(=O)N[C@H]([C@H](C)O)C1=CC=CC=C1 2-(6-{5-chloro-2-[(oxacyclohex-4-yl)amino]pyrimidin-4-yl}-1-oxo-2,3-dihydro-1H-isoindol-2-yl)-N-[(1S,2S)-2-hydroxy-1-phenylpropyl]acetamide